NC[C@H]1CN(CCC1)C1=CC=C(N=N1)C1=C(C=C(C=C1Cl)Cl)O 2-[6-[(3S)-3-(aminomethyl)-1-piperidyl]pyridazin-3-yl]-3,5-dichloro-phenol